1,5-anhydro-2,3-dideoxy-3-(6-(3-fluoro-4-((2-fluoroethyl)carbamoyl)benzyl)-7,8-dimethyl-4-oxoquinazolin-3(4H)-yl)-L-threo-pentitol FC=1C=C(CC=2C=C3C(N(C=NC3=C(C2C)C)[C@H]2CCOC[C@@H]2O)=O)C=CC1C(NCCF)=O